cetyl 3,5-di-tert-butyl-4-hydroxybenzoate C(C)(C)(C)C=1C=C(C(=O)OCCCCCCCCCCCCCCCC)C=C(C1O)C(C)(C)C